ClC1=C(C=CC(=C1)F)N1CN(C(C2=CC=C(C=C12)C(F)(F)F)=O)C=1C=NC(=CC1)OC 1-(2-chloro-4-fluorophenyl)-3-(6-methoxypyridin-3-yl)-7-(trifluoromethyl)-2,3-dihydroquinazolin-4(1H)-one